CN1NN(CC(=C1)C)C 1,3,5-trimethyl-triazine